CO[Si](CCCCCCNC1=NC(=NC(=N1)N)N)(OC)OC N-(6-trimethoxysilyl-hexyl)-[1,3,5]triazine-2,4,6-triamine